2-amino-4-(butylamino)-6-(4-((cyclopropylamino)methyl)benzyl)pyrido[4,3-d]pyrimidin-5(6H)-one NC=1N=C(C2=C(N1)C=CN(C2=O)CC2=CC=C(C=C2)CNC2CC2)NCCCC